ClC=1C=C(C=CC1F)NC(N(CC1=NN=C2N1CCCCC2)C=2C=NC(=CC2)OC)=O (3-chloro-4-fluorophenyl)-1-(6-methoxypyridin-3-yl)-1-((6,7,8,9-tetrahydro-5H-[1,2,4]triazolo[4,3-a]azepin-3-yl)methyl)urea